1-(adamantan-1-ylmethyl)-5-methyl-4-(4,4,5,5-tetramethyl-1,3,2-dioxaborolan-2-yl)-1H-pyrazole C12(CC3CC(CC(C1)C3)C2)CN2N=CC(=C2C)B2OC(C(O2)(C)C)(C)C